4-oxo-4-((4-phenylthiazol-2-yl)amino)butyl 2-methylpropane-thioate CC(C(OCCCC(NC=1SC=C(N1)C1=CC=CC=C1)=O)=S)C